C(C=C)(=O)N1C[C@@H]2COC3=C(C(N2CC1)=O)C(=NC(=C3Cl)C3=C(C=CC=C3O)F)N3C(=C1N(NC=C1C3)C)C (6aR)-8-acryloyl-1-(1,6-dimethylpyrrolo[3,4-c]pyrazol-5(4H)-yl)-4-chloro-3-(2-fluoro-6-hydroxyphenyl)-6,6a,7,8,9,10-hexahydro-12H-pyrazino[2,1-c]pyrido[3,4-f][1,4]oxazepin-12-one